C([C@@H]1[C@H]([C@@H]([C@](O1)(COP(=O)([O-])[O-])O)O)O)OP(=O)([O-])[O-] The molecule is a D-fructofuranose 1,6-bisphosphate(4-) that is the conjugate base of beta-D-fructofuranose 1,6-bisphosphate. It derives from a beta-D-fructofuranose. It is a conjugate base of a beta-D-fructofuranose 1,6-bisphosphate.